5,8-Dihydro-5,8-ethanophthalazine-1,4-diol C1(=NN=C(C=2C3C=CC(C12)CC3)O)O